O1N=CN=C1CCCC(=O)N 1,2,4-Oxadiazole-5-butanamide